CC1=CC=C(C=C1)S(=O)(=O)OC(C(=O)O)C 2-(p-toluenesulfonyloxy)propionic acid